Dithioformic acid C(=S)S